2-[(2S)-4-[2-(cyclopentylmethoxy)-7-(8-methyl-1-naphthyl)-6,8-dihydro-5H-pyrido[3,4-d]pyrimidin-4-yl]piperazin-2-yl]acetonitrile C1(CCCC1)COC=1N=C(C2=C(N1)CN(CC2)C2=CC=CC1=CC=CC(=C21)C)N2C[C@@H](NCC2)CC#N